C1(C(C(CC1)O)O)O cyclopentan-1,2,3-triol